2-methyl-5-[3-[4-(methylsulfinyloxy)phenyl]-5-benzofuranyl]-1,3,4-oxadiazole CC=1OC(=NN1)C=1C=CC2=C(C(=CO2)C2=CC=C(C=C2)OS(=O)C)C1